((2-methyl-5-(5-phenyl-4H-1,2,4-triazol-3-yl)phenyl)sulfonyl)pyrrolidin-3-ol CC1=C(C=C(C=C1)C1=NN=C(N1)C1=CC=CC=C1)S(=O)(=O)N1CC(CC1)O